cis-3-amino-2-(3-bromo-4-fluorobenzyl)pyrrolidine-1-carboxylic acid tert-butyl ester C(C)(C)(C)OC(=O)N1[C@H]([C@H](CC1)N)CC1=CC(=C(C=C1)F)Br